Hexadecyl nonanoate C(CCCCCCCC)(=O)OCCCCCCCCCCCCCCCC